1-(2-fluoroethyl)-N-(1-methylcyclopropyl)-3-(5-methyl-1,3,4-oxadiazol-2-yl)-2-oxo-benzimidazole-5-sulfonamide FCCN1C(N(C2=C1C=CC(=C2)S(=O)(=O)NC2(CC2)C)C=2OC(=NN2)C)=O